(R)-1-(2-fluoroethyl)-4-(5-methylthiazol-2-yl)-N-(1-(2-(trifluoromethyl)pyrimidin-5-yl)ethyl)-1H-indazole-6-carboxamide FCCN1N=CC2=C(C=C(C=C12)C(=O)N[C@H](C)C=1C=NC(=NC1)C(F)(F)F)C=1SC(=CN1)C